(S)-3,3-Difluorocyclohexane-1-carbaldehyde FC1(C[C@H](CCC1)C=O)F